COC1=CC=C(C(C2=CC=C(C=C2)OC)(C2=CC=CC=C2)OC[C@@H]2[C@H](C[C@@H](O2)N2C(=O)N=C(NCCN=[N+]=[N-])C(=C2)C)O)C=C1 5'-O-(4,4'-dimethoxytrityl)-N4-(2-azidoethyl)-2'-deoxy-5-methylcytidine